N-(phenyl-(p-tert-butylphenyl)methyl)benzamide C1(=CC=CC=C1)C(NC(C1=CC=CC=C1)=O)C1=CC=C(C=C1)C(C)(C)C